ethyl [1-(6-{[1-(4-fluorophenyl)-3,5-dimethyl-1H-pyrazol-4-yl]amino}pyrimidin-4-yl)-3,5-dimethyl-1H-pyrazol-4-yl]acetate FC1=CC=C(C=C1)N1N=C(C(=C1C)NC1=CC(=NC=N1)N1N=C(C(=C1C)CC(=O)OCC)C)C